Ethyl 2-(((benzyloxy)carbonyl)amino)-2-(4-methyltetrahydro-2H-pyran-4-yl)acetate C(C1=CC=CC=C1)OC(=O)NC(C(=O)OCC)C1(CCOCC1)C